1-methyl-2-oxo-5-(4,4,5,5-tetramethyl-1,3,2-dioxaborolan-2-yl)pyridine-3-carbonitrile CN1C(C(=CC(=C1)B1OC(C(O1)(C)C)(C)C)C#N)=O